di-tert-butyl-(2',4',6'-tricyclohexyl-3,6-dimethoxybiphenyl-2-yl)phosphine C(C)(C)(C)P(C1=C(C(=CC=C1OC)OC)C1=C(C=C(C=C1C1CCCCC1)C1CCCCC1)C1CCCCC1)C(C)(C)C